5-(2-chloro-8,8-dimethyl-7,8-dihydro-6H-cyclopenta[e]pyrazolo[1,5-a]pyrimidine-6-carboxamido)-3-(trifluoromethyl)picolinic acid ClC1=NN2C(N=CC3=C2C(CC3C(=O)NC=3C=C(C(=NC3)C(=O)O)C(F)(F)F)(C)C)=C1